FC(C=1C=CC(=C(C1)NC(=O)N1C[C@](CC1)(C1=NC=NS1)C1=CC(=C(C=C1)C)F)N1C(OCC1)=O)F (R)-N-(5-(difluoromethyl)-2-(2-oxooxazolidin-3-yl)phenyl)-3-(3-fluoro-4-methylphenyl)-3-(1,2,4-thiadiazol-5-yl)pyrrolidine-1-carboxamide